4-chloro-2-[2-[(2S,6S)-2,6-dimethylmorpholin-4-yl]-5-nitro-4-pyridyl]pyrazol-3-amine ClC1=C(N(N=C1)C1=CC(=NC=C1[N+](=O)[O-])N1C[C@@H](O[C@H](C1)C)C)N